(S)-5-ethyl-8,8-dimethyl-5-(3-(trifluoromethyl)phenyl)-5,8,9,10-tetrahydrobenzo[b][1,8]naphthyridin-6(7H)-one C(C)[C@]1(C2=C(NC=3N=CC=CC13)CC(CC2=O)(C)C)C2=CC(=CC=C2)C(F)(F)F